tetramethoxyphenyl-cobalt COC=1C(=C(C(=C(C1)[Co])OC)OC)OC